ClC1=CC=C(CNC2=NC3=CC=CC=C3C(=C2)N2CCC(CC2)NC(C)(C)C)C=C1 2-(4-CHLOROBENZYLAMINO)-4-(4-TERT-BUTYLAMINOPIPERIDIN-1-YL)-QUINOLINE